COC([C@H](C1CC1)N(C)C(=O)OC(C)(C)C)=O (S)-2-((tert-butoxycarbonyl)(methyl)amino)-2-cyclopropylacetic acid methyl ester